P(=O)(OC[N+]1=C(C(=CC=C1)C1=CC(=NO1)CC=1C=NC(=CC1)OC1=CC=CC=C1)N)(O)[O-] (2-amino-3-(3-((6-phenoxypyridin-3-yl)methyl)isoxazol-5-yl)pyridin-1-ium-1-yl)methyl hydrogen phosphate